(2-((3-cyanobenzyl)oxy)-6-methyl-4-(((2-methyl-[1,1'-biphenyl]-3-yl)methyl)amino)benzyl)-D-serine C(#N)C=1C=C(COC2=C(CN[C@H](CO)C(=O)O)C(=CC(=C2)NCC=2C(=C(C=CC2)C2=CC=CC=C2)C)C)C=CC1